N2-(3-fluoro-4-morpholino-phenyl)-N4-(8-methylcinnolin-4-yl)-pyrimidine-2,4-diamine FC=1C=C(C=CC1N1CCOCC1)NC1=NC=CC(=N1)NC1=CN=NC2=C(C=CC=C12)C